C(C1=CC=CC=C1)N1C2=CC=CC=C2C=2C=C(N=CC12)CC=1N=C(C=2NC3=CC=CC=C3C2C1)N (9-benzyl-beta-carbolin-3-yl)methyl-beta-carbolin-1-amine